N[C@@H](CCC(=O)N[C@@H](CSCC(C)C(=O)O)C(=O)NCC(=O)O)C(=O)O γ-L-glutamyl-S-(2-carboxy-1-propyl)cysteinylglycine